C1(CCCC1)N1[C@H](C(N(C=2C=NC(=NC12)NC1=C(C=C(C(=O)NCCOCCOCCNC)C=C1)OC)C)=O)CC 4-[[(7S)-8-cyclopentyl-7-ethyl-5-methyl-6-oxo-7H-pteridin-2-yl]amino]-3-methoxy-N-[2-[2-[2-(methylamino)ethoxy]ethoxy]ethyl]benzamide